(1R,3S,5R)-2-(2-(4-amino-8-methyl-6-(2-(trifluoromethyl)pyridin-4-yl)-9H-pyrimido[4,5-b]indol-9-yl)acetyl)-N-(6-bromopyridin-2-yl)-5-methyl-2-azabicyclo[3.1.0]hexane-3-carboxamide NC1=NC=NC=2N(C3=C(C=C(C=C3C21)C2=CC(=NC=C2)C(F)(F)F)C)CC(=O)N2[C@@H]1C[C@@]1(C[C@H]2C(=O)NC2=NC(=CC=C2)Br)C